C1(=CC=CC=C1)OC(=O)N1C(CNCC1)C1=NC(=NC(=N1)N1C(=NC2=C1C=CC=C2)C(F)F)N2CCOCC2 (4-(2-(difluoromethyl)-1H-benzo[d]imidazol-1-yl)-6-morpholino-1,3,5-triazin-2-yl)piperazine-1-carboxylic acid phenyl ester